N1C=C(C2=CC=CC=C12)C1=C(C(=C(C=C1)C)C1=CNC2=CC=CC=C12)C=O [bis(indol-3-yl)-3-formylphenyl]methane